2,2,2-Trifluoroethyl (S)-2-amino-3-(4-(trifluoromethyl)phenyl)propanoate hydrochloride Cl.N[C@H](C(=O)OCC(F)(F)F)CC1=CC=C(C=C1)C(F)(F)F